N[C@H](C=1N=C2N(N=CC(=C2)[C@@H](C(F)(F)F)NC(CC2CC(C2)(F)F)=O)C1)C1CCC(CC1)(F)F |o1:10| N-((S*)-1-(2-((S)-Amino(4,4-difluorocyclohexyl)methyl)imidazo[1,2-b]pyridazin-7-yl)-2,2,2-trifluoroethyl)-2-(3,3-difluorocyclobutyl)acetamide